2-ethylhexyl succinate C(CCC(=O)[O-])(=O)OCC(CCCC)CC